(3R)-3-methyl-3-[5-[2-[4-(trifluoromethyl)anilino]-3-pyridyl]tetrazol-2-yl]pyrrolidin-2-one C[C@@]1(C(NCC1)=O)N1N=C(N=N1)C=1C(=NC=CC1)NC1=CC=C(C=C1)C(F)(F)F